6-chloro-9-((3aR,4R,6aS)-2,2-dimethyltetrahydrothieno[3,4-d][1,3]dioxol-4-yl)-2-(prop-1-yn-1-yl)-9H-purine ClC1=C2N=CN(C2=NC(=N1)C#CC)[C@@H]1SC[C@H]2OC(O[C@H]21)(C)C